(aminomethyl)-1-(1,1-dioxothiolan-3-yl)-N,N-dimethyl-pyrazole-3-carboxamide NCC=1C(=NN(C1)C1CS(CC1)(=O)=O)C(=O)N(C)C